C1(=CC=C(C=C1)C=1SC(=C(N1)C)C(C)=O)C 2-(4-tolyl)-4-methyl-5-acetylthiazole